tetraazacycloheptadecine-3-carboxamide N1=NN(N=CC=CC=CC=CC=CC=CC=C1)C(=O)N